P(=O)(=O)C(C(O)=O)(C)C1=CC=C(CC(C)C)C=C1 phosphoibuprofen